2-[4-[3-(4-Fluorophenyl)-3-oxoprop-1-enyl]phenyl]-4-phenylbut-3-enoic acid FC1=CC=C(C=C1)C(C=CC1=CC=C(C=C1)C(C(=O)O)C=CC1=CC=CC=C1)=O